(R)-N-(1-(5-Methyl-1,2,4-oxadiazol-3-yl)piperidin-3-yl)-6-morpholinopyrimidin-4-amine CC1=NC(=NO1)N1C[C@@H](CCC1)NC1=NC=NC(=C1)N1CCOCC1